NC1=C(C2=C(N=C(N=C2)C)N1C=1SC=C(C1C)OC)C#N 6-Amino-7-(4-methoxy-3-methylthiophen-2-yl)-2-methyl-7H-pyrrolo[2,3-d]pyrimidine-5-carbonitrile